C1(CC1)[C@@H](\C=C\S(=O)(=O)C)NC(=O)C=1C(=NC(=NC1)C(C)(C)F)OC1=CC=CC=C1 (S,E)-N-(1-cyclopropyl-3-(methylsulfonyl)allyl)-2-(2-fluoropropan-2-yl)-4-phenoxypyrimidine-5-carboxamide